3-[4,6-difluoro-5-[2-[(4-methoxyphenyl)methyl-methyl-amino]-5,7-dihydropyrrolo[3,4-b]pyridine-6-carbonyl]-1-oxo-isoindolin-2-yl]piperidine-2,6-dione FC1=C2CN(C(C2=CC(=C1C(=O)N1CC2=NC(=CC=C2C1)N(C)CC1=CC=C(C=C1)OC)F)=O)C1C(NC(CC1)=O)=O